C1(=CC=CC=C1)S(=O)(=O)N1C=NCC1 phenylsulfonyl-imidazoline